2-Furan-3-yl-4,4,5,5-tetramethyl-[1,3,2]dioxaborolane O1C=C(C=C1)B1OC(C(O1)(C)C)(C)C